1-(2-aminobenzo[d]thiazol-5-yl)-3-(4-chloro-3-fluorophenyl)-1-[2-(3-oxomorpholin-4-yl)ethyl]urea NC=1SC2=C(N1)C=C(C=C2)N(C(=O)NC2=CC(=C(C=C2)Cl)F)CCN2C(COCC2)=O